iso-amylalcohol C(CC(C)C)O